N1N=CC=2C1=NC=C(C2)CN2CC1=C(CC2)C(=CS1)C(=O)NC1=CC(=CC(=C1)C(F)(F)F)OCCN1CCCC1 6-((1H-Pyrazolo[3,4-b]pyridin-5-yl)methyl)-N-(3-(2-(pyrrolidin-1-yl)ethoxy)-5-(trifluoromethyl)phenyl)-4,5,6,7-tetrahydrothieno[2,3-c]pyridin-3-carboxamid